C(#N)C(CCC(=O)O)(C)SSC(=S)CCCCCCCCCCCC 4-cyano-4-(dodecylthiocarbonylthio)sulfanyl-pentanoic acid